FC(C12CC(C1)(C2)C(N)=S)(F)F 3-(trifluoromethyl)-bicyclo[1.1.1]pentane-1-carbothioamide